N-(4-(9,9-diphenyl-9H-fluoren-2-yl)phenyl)-N-(4-(phenanthren-9-yl)phenyl)-[1,1'-biphenyl]-4-amine C1(=CC=CC=C1)C1(C2=CC=CC=C2C=2C=CC(=CC12)C1=CC=C(C=C1)N(C1=CC=C(C=C1)C1=CC=CC=C1)C1=CC=C(C=C1)C=1C2=CC=CC=C2C=2C=CC=CC2C1)C1=CC=CC=C1